C(C)(C)(C)C1=NC(=NO1)C(=O)O 5-(tert-butyl)1,2,4-oxadiazole-3-carboxylic acid